5,6,7,8-tetrahydronaphthalen-2-yl-acrylamide C1=C(C=CC=2CCCCC12)C(C(=O)N)=C